P(OC1=CC(=C(C(=C1)C(C)(C)C)C)C(C)(C)C)(OC1=CC(=C(C(=C1)C(C)(C)C)C)C(C)(C)C)[O-] bis(2,6-di-t-butyl-4-tolyl) phosphite